oxazinediamide O1NC(=C(C=C1)C(=O)N)C(=O)N